Methyl (2-((S)-1-(2,3-difluorobenzyl)-5-oxopyrrolidin-2-yl)acetyl)-valylglycinate FC1=C(CN2[C@@H](CCC2=O)CC(=O)N[C@@H](C(C)C)C(=O)NCC(=O)OC)C=CC=C1F